FC(C(=O)O)(F)F.NC/C=C(\C)/C1=C(C=C(C=C1)NC1=NC=2N(C(=C1)NC1CC1)N=CC2C#N)CS(=O)(=O)C (E)-5-((4-(4-aminobut-2-en-2-yl)-3-((methylsulfonyl)methyl)phenyl)amino)-7-(cyclopropylamino)pyrazolo[1,5-a]pyrimidine-3-carbonitrile monotrifluoroacetic acid salt